2,6-di-tert-butyl-p-methylphenol tungsten [W].C(C)(C)(C)C1=C(C(=CC(=C1)C)C(C)(C)C)O